6-Bromo-5-fluoro-3-iodo-1-methyl-1H-indazole BrC1=C(C=C2C(=NN(C2=C1)C)I)F